CN1C(=CC=C1)C(\C=C\C1=C(C=CC=C1)C)=O (E)-1-(N-methyl-pyrrol-2-yl)-3-(o-tolyl)prop-2-en-1-one